acetyllevulinate C(C)(=O)OC(CCC(=O)C)=O